C(C)OC(=O)C=1N=NN(C1)OC1=CN(C(C(=C1)Br)=O)C ((5-bromo-1-methyl-6-oxo-1,6-dihydropyridin-3-yl)oxy)-1H-1,2,3-triazole-4-Formic acid ethyl ester